C(=O)C1=NC=CC=C1 2-formylpyridin